S1C(=CC=C1)C=1C=CN2C1C1=CC(=CC=C1CC2)C(=O)N 1-(thiophen-2-yl)-5,6-dihydropyrrolo[2,1-a]isoquinoline-9-carboxamide